ClC1=CC=C(C(=N1)C(=O)O)N[C@H](C)C1=CC(=CC=2C=3N(C(=NC12)CC)C=C(N3)C3=NN(C=C3)C)C (R)-6-chloro-3-(1-(5-ethyl-9-methyl-2-(1-methyl-1H-pyrazol-3-yl)imidazo[1,2-c]quinazolin-7-yl)ethylamino)picolinic acid